(1R,3S)-3-(1-(tert-butyl)-3-((6-((1-methylpiperidin-4-yl)oxy)pyrazin-2-yl)amino)-1H-pyrazol-5-yl)cyclopentan-1-ol C(C)(C)(C)N1N=C(C=C1[C@@H]1C[C@@H](CC1)O)NC1=NC(=CN=C1)OC1CCN(CC1)C